NC1(CCCC1)CNC1=NC(=C2C(=N1)N(N=C2)C)NC=2C=NC(=CC2)C(F)(F)F 6-N-[(1-aminocyclopentyl)methyl]-1-methyl-4-N-[6-(trifluoromethyl)pyridin-3-yl]pyrazolo[3,4-d]pyrimidine-4,6-diamine